3-(5-(8-((1-((3r,5r,7r)-adamantan-1-yl)ethyl)amino)octyl)-4-oxo-2-(trifluoromethyl)quinazolin-3(4H)-yl)piperidine-2,6-dione C12(CC3CC(CC(C1)C3)C2)C(C)NCCCCCCCCC2=C3C(N(C(=NC3=CC=C2)C(F)(F)F)C2C(NC(CC2)=O)=O)=O